CC1(CCN(CC1)C1=CC=C(C=C1)NC(C1=C(C=CC(=C1)[N+](=O)[O-])SC1=NN=NN1C)=O)C N-[4-(4,4-dimethylpiperidin-1-yl)phenyl]-2-[(1-methyl-1H-tetrazol-5-yl)sulfanyl]-5-nitrobenzamide